(3-oxo-2,3-dihydro-1H-indene-1-ylidene)malononitrile O=C1CC(C2=CC=CC=C12)=C(C#N)C#N